C(C1=CC=CC=C1)OC(N[C@@H]1[C@@H](N(CC1)C(=O)N1CCC1)CC=1C=C(C=CC1)C1=CC=CC=C1)=O ((2S,3S)-1-(azetidin-1-ylcarbonyl)-2-([biphenyl]-3-ylmethyl)pyrrolidin-3-yl)carbamic acid benzyl ester